CN(C)C[C@@H]1[C@H]([C@]2([C@](C=3C(=NC(=CC3O2)NC)OC)([C@@H]1O)O)C1=CC=C(C#N)C=C1)C1=CC=CC=C1 |r| Rac-4-((5aR,6S,7S,8R,8aS)-7-((dimethylamino)methyl)-8,8a-dihydroxy-1-methoxy-3-(methylamino)-6-phenyl-6,7,8,8a-tetrahydro-5aH-cyclopenta[4,5]furo[3,2-c]pyridin-5a-yl)benzonitrile